(S)-3-chloro-1-(5-methylthiophen-2-yl)propan-1-ol ClCC[C@H](O)C=1SC(=CC1)C